2-chloro-5-(pentafluoro-λ6-sulfanyl)pyridine ClC1=NC=C(C=C1)S(F)(F)(F)(F)F